2,3-dihydrodioxin O1CCOC=C1